C(C)(C)(C)O[C@@H]([C@@H](C(=O)N[C@H](C(N[C@H](C=O)C[C@H]1C(NCC1)=O)=O)CC1CCCCC1)NC(OCC1=CC(=CC=C1)Cl)=O)C 3-chlorobenzyl ((2S,3R)-3-(tert-butoxy)-1-(((S)-3-cyclohexyl-1-oxo-1-(((S)-1-oxo-3-((S)-2-oxopyrrolidin-3-yl)propan-2-yl)amino)propan-2-yl)amino)-1-oxobutan-2-yl)carbamate